4-[[(tert-butyldimethylsilyl)oxy]methyl]-2-(2-hydroxypropan-2-yl)-1,3-thiazole-5-sulfonamide [Si](C)(C)(C(C)(C)C)OCC=1N=C(SC1S(=O)(=O)N)C(C)(C)O